2-bromo-5-(3-(2,2-difluoro-3,3-dimethylbutoxy)-4-fluorophenyl)-4-(2-isopropylphenyl)thiazole BrC=1SC(=C(N1)C1=C(C=CC=C1)C(C)C)C1=CC(=C(C=C1)F)OCC(C(C)(C)C)(F)F